C(C)(C)(C)OC(CCOCCOCCNC1CCN(CC1)C(=O)OCC1C2=CC=CC=C2C=2C=CC=CC12)=O (9H-fluoren-9-yl)methyl 4-((2-(2-(3-(tert-butoxy)-3-oxopropoxy)ethoxy)ethyl)amino)piperidine-1-carboxylate